8-bromo-7-chloro-3-nitro-N-propylimidazo[1,2-a]pyridine-2-carboxamide BrC=1C=2N(C=CC1Cl)C(=C(N2)C(=O)NCCC)[N+](=O)[O-]